C(C)OC(NC1=NC=CC(=C1)C=1C=C2C(=NNC2=CC1)N)=O [4-(3-amino-1H-indazol-5-yl)pyridin-2-yl]carbamic acid ethyl ester